ONC(CCCCCCN1C(N=CC=C1)N(C1=C(C=CC=C1)C)C1=CC=NC=C1)=O N-(7-(hydroxyamino)-7-oxoheptyl)-2-(pyridin-4-yl(o-tolyl)amino)pyrimidine